2-(2-(methoxymethyl)-7-methylquinoxalin-5-yl)-4-methylbenzo[d]thiazol-6-ol COCC1=NC2=CC(=CC(=C2N=C1)C=1SC2=C(N1)C(=CC(=C2)O)C)C